FC(C=1C=CC(=NC1)OC1=C(C#N)C=CC=C1)(F)F 2-((5-(trifluoromethyl)pyridin-2-yl)oxy)benzonitrile